1-(4-((1S,2S)-2-Cyclohexyl-6-hydroxy-1,2,3,4-tetrahydronaphthalen-1-yl)phenyl)piperidine C1(CCCCC1)[C@H]1[C@H](C2=CC=C(C=C2CC1)O)C1=CC=C(C=C1)N1CCCCC1